(2S,4R)-N-[(4-methoxyphenyl)methyl]-4-(p-tolylmethyl)-1-[(2R,3S)-3-(pyrrolidine-1-carbonyl)piperidine-2-carbonyl]pyrrolidine-2-carboxamide COC1=CC=C(C=C1)CNC(=O)[C@H]1N(C[C@@H](C1)CC1=CC=C(C=C1)C)C(=O)[C@@H]1NCCC[C@@H]1C(=O)N1CCCC1